C(C1CO1)OC(CC[SiH](OC)OC)CC 3-glycidoxyamyl-dimethoxysilane